BrC1=C(N=C(S1)N1CC(OCC1)C(=O)OC)C methyl 4-(5-bromo-4-methylthiazol-2-yl)morpholine-2-carboxylate